2-bromo-1-(6-(methoxymethyl)pyridin-3-yl)ethan-1-one BrCC(=O)C=1C=NC(=CC1)COC